1-(2,2-difluoroethyl)-5-methyl-4-[1-(2-trimethylsilylethoxymethyl)indazol-5-yl]sulfonyl-pyrrole-2-carboxylic acid FC(CN1C(=CC(=C1C)S(=O)(=O)C=1C=C2C=NN(C2=CC1)COCC[Si](C)(C)C)C(=O)O)F